N1(C=NC=C1)C(=O)OC(C)(C)C tert-Butyl imidazole-1-carboxylate